2-((1-(difluoromethyl)-1H-pyrazol-3-yl)methyl)-6-(phenylsulfonyl)phthalazin-1(2H)-one FC(N1N=C(C=C1)CN1C(C2=CC=C(C=C2C=N1)S(=O)(=O)C1=CC=CC=C1)=O)F